(R)-3-(2,6-difluoro-4-(2,6-diazaspiro[3.3]heptan-2-yl)phenyl)piperidine-2,6-dione FC1=C(C(=CC(=C1)N1CC2(C1)CNC2)F)[C@@H]2C(NC(CC2)=O)=O